ethyl (E)-3-(5-(cyclohexanecarboxamido) benzo[b]thiophen-2-yl)acrylate C1(CCCCC1)C(=O)NC1=CC2=C(SC(=C2)/C=C/C(=O)OCC)C=C1